Cl.COC1=NC=2C=CC=C(C2C=C1)NC1CCNCC1 methoxy-N-(piperidin-4-yl)quinolin-5-amine hydrochloride